N-(6-(2-morpholinoethoxy)-1-phenyl-1H-pyrazolo[3,4-d]pyrimidin-4-yl)-5-nitrothiophene-2-carboxamide O1CCN(CC1)CCOC1=NC(=C2C(=N1)N(N=C2)C2=CC=CC=C2)NC(=O)C=2SC(=CC2)[N+](=O)[O-]